C(=CC)[C@@]1(C[C@H](O)[C@@H](CO)O1)N1C(=O)NC(=O)C=C1 propenyl-deoxyuridine